3-[(3R,4R)-1-acetyl-4-fluoro-pyrrolidin-3-yl]-2-[[4-[6-[(4-cyano-2-fluoro-phenyl)methoxy]-2-pyridyl]-2,5-difluoro-phenyl]methyl]benzimidazole-5-carboxylic acid C(C)(=O)N1C[C@H]([C@@H](C1)F)N1C(=NC2=C1C=C(C=C2)C(=O)O)CC2=C(C=C(C(=C2)F)C2=NC(=CC=C2)OCC2=C(C=C(C=C2)C#N)F)F